2,5-dimercapto-1,3-thiazole SC=1SC(=CN1)S